S(=O)(=O)(O)[O-].C(C)(C)(C)[NH3+] t-butylammonium hydrogensulfate